5,6-difluoro-3-[1H,2H,3H-pyrido[2,3-b][1,4]oxazin-6-yl]-1H-indazole FC=1C=C2C(=NNC2=CC1F)C=1C=CC2=C(OCCN2)N1